C(C)C1=C(C(=CC(=C1)C)CC)CC(=O)OC Methyl 2-(2,6-diethyl-4-methylphenyl)-acetate